C(C=C)(=O)OC(C)(C(C)C)C 2,3-dimethyl-2-butyl acrylate